1-chloro-2,2,3,3-tetrafluorocyclobutane ClC1C(C(C1)(F)F)(F)F